C(#N)C1=CC(=C(COC2=CC=CC(=N2)C2=C(C(=C(CC3=NC4=C(N3C3COCC3(C)C)C=C(C=C4)C(=O)O)C(=C2)F)F)F)C=C1)F 2-(4-(6-((4-cyano-2-fluorobenzyl)oxy)pyridin-2-yl)-2,3,6-trifluorobenzyl)-1-(4,4-dimethyltetrahydrofuran-3-yl)-1H-benzo[d]imidazole-6-carboxylic acid